ClC1=C(C(=O)NC=2C=C3C=CNC3=CC2)C=C(C=C1)NC(=O)[C@@H]1C([C@H]1C1=CC(=CC(=C1)Cl)Cl)(Cl)Cl trans-2-Chloro-5-(2,2-dichloro-3-(3,5-dichlorophenyl)cyclopropane-1-carboxamido)-N-(1H-indol-5-yl)benzamide